2-(dimethylamino)ethanone margaryl-methacrylate C(CCCCCCCCCCCCCCCC)OC(C(=C)C)=O.CN(CC=O)C